(5aR,5bS,7aS,8S,10aS,10bR)-5a,7a-dimethyl-2-(methyl(phenyl)amino)-5,5a,5b,6,7,7a,8,9,10,10a,10b,11-dodecahydro-4H-cyclopenta[7,8]phenanthro[2,1-d]thiazol-8-yl butyrate C(CCC)(=O)O[C@H]1CC[C@@H]2[C@@]1(CC[C@@H]1[C@]3(CCC=4N=C(SC4C3=CC[C@@H]21)N(C2=CC=CC=C2)C)C)C